N1=C(C=CC=C1)C(C1=CC=CC=C1)(C1=NC=CC=C1)C1C(C(=CC=C1)C1=CC=CC=C1)=O.[Pt+2] Platinum (II) [di(pyridyl)benzyl](biphenylone)